(3-phenylpropoxy)-3-(1H-pyrazol-3-yl)-2-(pyridin-3-yl)-1H-inden-1-one C1(=CC=CC=C1)CCCOC1=C2C(=C(C(C2=CC=C1)=O)C=1C=NC=CC1)C1=NNC=C1